C(C)(C)C1C(C1)C=1C=C(N=NC1C)N1C(NC(C=C1)=O)=O [5-[2-isopropylcyclopropyl]-6-methyl-pyridazin-3-yl]-1H-pyrimidine-2,4-dione